C(C=C)(=O)NC(CS(=O)(=O)[O-])(C)C 2-acrylamido-2-methyl-propanesulphonate